[C@@H]1(OCCC2=CC=CC=C12)C1CNC1 (R)-3-(isochroman-1-yl)azetidine